N1(C=NC=2C1=C1C(=NC2)NC=C1)C12CC(C1)(C2)NS(=O)(=O)CCOC N-(3-(imidazo[4,5-d]pyrrolo[2,3-b]pyridin-1(6H)-yl)bicyclo[1.1.1]pentan-1-yl)-2-methoxyethanesulfonamide